N[C@H]1C[C@@H](CN(C1)C1=NC(=NC=C1)C1=CN=C2N1C=C(C=C2)C(F)(F)F)O (3S,5S)-5-amino-1-(2-(6-(trifluoromethyl)imidazo[1,2-a]pyridin-3-yl)pyrimidin-4-yl)piperidin-3-ol